CN([SiH2]O[SiH3])C 1-dimethylamino-disiloxane